CC=1N=C2N(C=C(C=C2C2=NSC=N2)C(=O)O)C1 2-methyl-8-(1,2,4-thiadiazol-3-yl)imidazo[1,2-a]pyridine-6-carboxylic acid